1-methoxy-N-((6-(trifluoromethyl)pyridazin-3-yl)methyl)propan-2-amine COCC(C)NCC=1N=NC(=CC1)C(F)(F)F